3-(3-(4-(6-(6-((R)-2-(3-fluorophenyl)pyrrolidin-1-yl)imidazo[1,2-a]pyridin-3-yl)pyridin-2-yl)piperazin-1-yl)propyl-2-oxo-2,3-dihydro-1H-benzo[d]imidazol-1-yl)piperidine-2,6-dione FC=1C=C(C=CC1)[C@@H]1N(CCC1)C=1C=CC=2N(C1)C(=CN2)C2=CC=CC(=N2)N2CCN(CC2)CCCN2C(N(C1=C2C=CC=C1)C1C(NC(CC1)=O)=O)=O